ClC=1C(=C(C=CC1)C1=CC=CN2C1=NS(CC2)(=O)=O)F 9-(3-chloro-2-fluorophenyl)-3,4-dihydropyrido[2,1-c][1,2,4]thiadiazine 2,2-dioxide